CC1(CC(CCC1)C(C)OC(COC(=O)C1CC1)(C)C)C cyclopropanecarboxylic acid 2-(1-(3,3-dimethylcyclohexyl)-ethoxy)-2-methylpropyl ester